N-(2-fluoro-3-{[6-fluoro-2-oxo-7-(pyridazin-3-yloxy)-2,3-dihydrospiro[1,3-benzoxazine-4,3'-oxetan]-3-yl]methyl}phenyl)cyclopropanesulfonamide FC1=C(C=CC=C1CN1C(OC2=C(C=C(C(=C2)OC=2N=NC=CC2)F)C12COC2)=O)NS(=O)(=O)C2CC2